OC(CCC(=O)O)C.C1(CCC1)N1C(=NC2=C1C=C(C=C2F)C(C)(C)O)NC(CC2(CC2)C)=O N-(1-cyclobutyl-4-fluoro-6-(2-hydroxy-prop-2-yl)-1H-benzo[d]imidazol-2-yl)-2-(1-methylcyclopropyl)acetamide 4-Hydroxypentanoate